4-(dimethylamino)-2-hydroxybenzoic acid CN(C1=CC(=C(C(=O)O)C=C1)O)C